3-(2-methoxypyridin-4-yl)-3-oxo-2-phenylpropanenitrile COC1=NC=CC(=C1)C(C(C#N)C1=CC=CC=C1)=O